C1N(CC=2C=NC=CC21)C2=C(C=C1C(C(=CN(C1=C2)C2=CC=C(C=C2)O)C(=O)O)=O)F 7-(1,3-dihydro-2H-pyrrolo[3,4-c]pyridin-2-yl)-6-fluoro-1-(4-hydroxyphenyl)-4-oxo-1,4-dihydroquinoline-3-carboxylic acid